4-methyl-7-azabicyclo[2.2.1]-heptane-7-carboxylate CC12CCC(CC1)N2C(=O)[O-]